6,6'-((4-(4-isothiocyanatobenzyl)-10-methyl-1,4,7,10-tetraazacyclododecane-1,7-diyl)bis(methylene))dipicolinic acid N(=C=S)C1=CC=C(CN2CCN(CCN(CCN(CC2)CC2=CC=CC(=N2)C(=O)O)C)CC2=CC=CC(=N2)C(=O)O)C=C1